(5-bromo-2-chloro-pyrimidin-4-yl)-(2,2-dimethyl-propyl)-amine BrC=1C(=NC(=NC1)Cl)NCC(C)(C)C